2-chloro-N-(3-(7-chloroimidazo[1,2-a]pyridin-2-yl)-5-fluoro-2-methylphenyl)-3,4-difluorobenzamide ClC1=C(C(=O)NC2=C(C(=CC(=C2)F)C=2N=C3N(C=CC(=C3)Cl)C2)C)C=CC(=C1F)F